ClC=1N=C(C2=C(N1)CCS2)NC=2C=C(C(=O)OC)C=CC2 methyl 3-((2-chloro-6,7-dihydrothieno[3,2-d]pyrimidin-4-yl)amino)benzoate